ClC1=C(C=CC=C1)[C@@H](C)OC(=O)NC=1C(=NOC1C1=CC=C(C(=N1)C)NC(=O)C1C(C1C(=O)O)(F)F)C 3-((6-(4-((((R)-1-(2-chloro-phenyl)ethoxy)carbonyl)-amino)-3-methylisoxazol-5-yl)-2-methylpyridin-3-yl)-carbamoyl)-2,2-difluorocyclopropane-1-carboxylic acid